COC(=O)[C@@H]1OC(O[C@H]1C1=C(C=C(C=C1)Cl)Cl)C (4r,5s)-methyl-5-(2,4-dichlorophenyl)-2-methyl-1,3-dioxolan-4-carboxylate